N-(3-chloro-4-fluorophenyl)-2-(naphthalen-2-yl)-6-nitroquinazolin-4-amine ClC=1C=C(C=CC1F)NC1=NC(=NC2=CC=C(C=C12)[N+](=O)[O-])C1=CC2=CC=CC=C2C=C1